C(C1=CC(C(=O)NC2=CC=C(C=C2)N2CCN(CC2)C(=O)OC(C)(C)C)=CC=C1)(=O)NC1=CC=C(C=C1)N1CCN(CC1)C(=O)OC(C)(C)C di-tert-butyl 4,4'-((isophthaloylbis(azanediyl))bis(4,1-phenylene))bis(piperazine-1-carboxylate)